(S)-10-((Dimethylamino)methyl)-4-ethyl-4-hydroxy-3,14-dioxo-3,4,12,14-tetrahydro-1H-pyrano[3',4':6,7]indolizino[1,2-b]quinolin-9-yl (2R,5S)-2,5-Dimethylpiperazine-1-carboxylate C[C@H]1N(C[C@@H](NC1)C)C(=O)OC1=C(C=2C=C3C(=NC2C=C1)C1=CC2=C(C(N1C3)=O)COC([C@]2(O)CC)=O)CN(C)C